The molecule is a 3beta-hydroxy steroid that is 3beta-hydroxyandrost-5-ene carrying an additional hydroxy group at position 17beta. It has a role as an androgen, a human metabolite and a mouse metabolite. It is a 17beta-hydroxy steroid and a 3beta-hydroxy-Delta(5)-steroid. It derives from a hydride of an androstane. C[C@]12CC[C@H]3[C@H]([C@@H]1CC[C@@H]2O)CC=C4[C@@]3(CC[C@@H](C4)O)C